C(C1=CC=CC=C1)OC=1C=CC2=C(C(=C(O2)C)C(=O)OCC)C1 ethyl 5-(benzyloxy)-2-methylbenzofuran-3-carboxylate